FC(F)C=1OC(=NN1)C1=CC(=C(C=C1)CN1N=NC(=C1)C1=CC=C2CCNCC2=C1)F (difluoromethyl)-5-(3-fluoro-4-((4-(1,2,3,4-tetrahydroisoquinolin-7-yl)-1H-1,2,3-triazol-1-yl)methyl)phenyl)-1,3,4-oxadiazole